1-(4-((3-(2-Ethynylthiazol-4-yl)ureido)methyl)phenyl)pyrrolidine-2-carboxamide tert-butyl-N-[(1S)-5,5,5-trifluoro-1-(hydroxymethyl)pentyl]carbamate C(C)(C)(C)OC(N[C@@H](CCCC(F)(F)F)CO)=O.C(#C)C=1SC=C(N1)NC(NCC1=CC=C(C=C1)N1C(CCC1)C(=O)N)=O